FC1=C(C(=CC=C1F)OC)C1=C(C(=O)O)C=CC(=N1)C (2,3-difluoro-6-methoxyphenyl)-6-methylnicotinic acid